F[C@@H]1CC2(CC(CN2C1)F)CO ((2R)-2,6-Difluorotetrahydro-1H-pyrrolizin-7a(5H)-yl)methanol